2-fluoro-4-hydroxyphenyl-boric acid FC1=C(C=CC(=C1)O)OB(O)O